ethyl 7-iodo-2-methoxyquinoline-3-carboxylate IC1=CC=C2C=C(C(=NC2=C1)OC)C(=O)OCC